C(CCC)C1=NC2=CC=C(C(=C2C(N1C)=O)F)N butyl-6-amino-5-fluoro-3-methylquinazolin-4(3H)-one